N-(4,5-dimethylthiazol-2-yl)-3-((2-(2-((5-hydroxypentyl)oxy)ethoxy)ethyl)amino)-2-methylbenzamide CC=1N=C(SC1C)NC(C1=C(C(=CC=C1)NCCOCCOCCCCCO)C)=O